(1r,4r)-2'-(2-benzyl-3-hydroxypropyl)-4-(3-chloroanilino)spiro[cyclohexane-1,1'-indene]-4-carboxylic acid methyl ester COC(=O)C1(CCC2(C(=CC3=CC=CC=C23)CC(CO)CC2=CC=CC=C2)CC1)NC1=CC(=CC=C1)Cl